Cl.N1CCC(CC1)OC1=CC=NC2=CC=C(C=C12)C(F)(F)F 4-(piperidin-4-yloxy)-6-(trifluoromethyl)quinoline hydrochloride